N,N'-di(acryloyl)cystamine C(C=C)(=O)NCCSSCCNC(C=C)=O